tert-butyl N-methyl-N-[2-[[1-(3-methyl-2-oxo-1H-benzimidazol-5-yl)-4-piperidyl]methoxy]ethyl]carbamate CN(C(OC(C)(C)C)=O)CCOCC1CCN(CC1)C1=CC2=C(NC(N2C)=O)C=C1